C(C1=CC=CC=C1)(C1=CC=CC=C1)N1CCC2(CN(C2)CC=2C=C3C(N(C(C3=CC2)=O)C2C(NC(CC2)=O)=O)=O)CC1 5-((7-benzhydryl-2,7-diazaspiro[3.5]nonan-2-yl)methyl)-2-(2,6-dioxopiperidin-3-yl)isoindoline-1,3-dione